C(C)(C)(C)OC(=O)N1CCC2(CC1)CCC(CC2)C=CCC(=O)O 4-(3-(t-butoxycarbonyl)-3-azaspiro[5.5]undec-9-yl)but-3-enoic acid